2-hydroxy-1,3,5-triformylbenzene OC1=C(C=C(C=C1C=O)C=O)C=O